NC1=CC=C(OC2=C(C(=C(C=C2)OC2=CC=C(C=C2)N)C)C)C=C1 1,4-bis(4-aminophenoxy)-2,3-dimethylbenzene